1-methyl naphthalenesulfonate C1(=CC=CC2=CC=CC=C12)S(=O)(=O)OC